OC1=C2C(C(C(OC2=CC(=C1)OC)C1=CC(=C(C(=C1)OC)OC)OC)CCCN1CCCC1)=O 5-hydroxy-7-methoxy-3-(3-(pyrrolidin-1-yl)propyl)-2-(3,4,5-trimethoxyphenyl)chroman-4-one